8-(3,3-difluoro-4-methoxypyrrolidin-1-yl)-6-(2,4-dimethoxypyrimidin-5-yl)-3-fluoroimidazo[1,2-b]pyridazine FC1(CN(CC1OC)C=1C=2N(N=C(C1)C=1C(=NC(=NC1)OC)OC)C(=CN2)F)F